2,2'-((2-(3-(carboxymethoxy)-1-(3-(2,5-dioxo-2,5-dihydro-1H-pyrrol-1-yl)propanamido)propyl)butane-1,4-diyl)bis(oxy))diacetic acid C(=O)(O)COCCC(NC(CCN1C(C=CC1=O)=O)=O)C(COCC(=O)O)CCOCC(=O)O